tert-butyl 5-(5-chloropyrimidin-2-yl)-2-azabicyclo[2.2.2]oct-5-ene-2-carboxylate ClC=1C=NC(=NC1)C=1C2CN(C(C1)CC2)C(=O)OC(C)(C)C